diphenylphosphonium C1(=CC=CC=C1)[PH2+]C1=CC=CC=C1